N1N=CC2=CC(=CC=C12)C#CC1=NC(=NC=C1)C1=NC(=NC=C1)NCC1=C(C=NC=C1)F ((1H-indazol-5-yl)ethynyl)-N-((3-fluoropyridin-4-yl)methyl)-[2,4'-bipyrimidin]-2'-amine